FC1=CC(=C(C=C1)C1=CC(=CC=C1)C=1OC2=C(N1)C=C(C=C2C(F)(F)F)CNC[C@H](CC)O)C2=NN=CN2C (S)-1-(((2-(4'-Fluoro-2'-(4-methyl-4H-1,2,4-triazol-3-yl)-[1,1'-biphenyl]-3-yl)-7-(trifluoromethyl)benzo[d]oxazol-5-yl)methyl)amino)butan-2-ol